1-phenyl-alpha-naphthylamine C1(=CC=CC=C1)C1(CC=CC2=CC=CC=C12)N